C(C(O)CO)(=O)[O-].[Cl-].[Mg+2] magnesium chloride glycerate